3-chloro-9a-methyl-6,7,8,9,9a,10-hexahydro-1H-pyrido[1',2':3,4]Imidazo[1,2-c]Pyrimidine ClC=1C=C2N(CN1)CC1(N2CCCC1)C